(1R,3r)-3-(3-(1-(4-((R)-1-(2,4-dichlorophenyl)ethoxy)-5-methylpyridin-2-yl)azetidin-3-yl)piperidin-1-yl)-1-methylcyclobutane-1-carboxylic acid ClC1=C(C=CC(=C1)Cl)[C@@H](C)OC1=CC(=NC=C1C)N1CC(C1)[C@@H]1CN(CCC1)C1CC(C1)(C(=O)O)C